CO[C@H]1CN2C(OC1)=C(C=N2)S(=O)(=O)N (6S)-6-methoxy-5H,6H,7H-pyrazolo[3,2-b][1,3]oxazine-3-sulfonamide